3-(2,3,5-trifluorophenyl)but-3-en-2-one FC1=C(C=C(C=C1F)F)C(C(C)=O)=C